ClC1=CC=C(CNC(=O)C2=CC=3C(=C(N=NC3)OCC3(CC3)S(NCC#N)(=O)=O)N(C2=O)C)C=C1 N-(4-chlorobenzyl)-8-((1-(N-(cyanomethyl)sulfamoyl)cyclopropyl)methoxy)-1-methyl-2-oxo-1,2-dihydropyrido[2,3-d]pyridazine-3-carboxamide